COCCO[C@H]1[C@H]([C@@H](O[C@@H]1CO)N1C=NC=2C(N)=NC=NC12)O 3'-O-methoxyethyladenosine